NCCC=1C=C(C2=C(OCCO2)C1)N1CCNCC1 7-(2-aminoethyl)-5-(piperazin-1-yl)-2,3-dihydro-1,4-benzodioxine